(S)-(4-(1,1-difluoroethyl)oxazol-5-yl)(4-(4-fluorobenzo[d]oxazol-2-yl)-6,7-dihydro-1H-imidazo[4,5-c]pyridin-5(4H)-yl)methanone FC(C)(F)C=1N=COC1C(=O)N1[C@@H](C2=C(CC1)NC=N2)C=2OC1=C(N2)C(=CC=C1)F